4-[3-bromo-4-[(difluorobenzyl)oxy]-6-methyl-2-oxopyridin-1(2H)-yl]benzoic acid BrC=1C(N(C(=CC1OC(C1=CC=CC=C1)(F)F)C)C1=CC=C(C(=O)O)C=C1)=O